ClC1=C(C(=CC(=C1)OC)OC)NS(=O)(=O)C=1C=C2NC(C(NC2=CC1C)=O)=O N-(2-chloro-4,6-dimethoxyphenyl)-7-methyl-2,3-dioxo-1,4-dihydroquinoxaline-6-sulfonamide